2-[1-(Methoxymethyl)-2-methylpropyl]sulfanyl-5-methyl-heptan-4-one COCC(C(C)C)SC(C)CC(C(CC)C)=O